C(C)(C)N1C=CC2=CC(=CC=C12)B1OC(C(O1)(C)C)(C)C 1-isopropyl-5-(4,4,5,5-tetramethyl-1,3,2-dioxaborolan-2-yl)-1H-indole